tert-Butyl-(5RS)-2-(4-methylbenzyl)-3-oxo-2,3,5,6,7,8-hexahydro[1,2,4]triazolo[4,3-a]pyridine-5-carboxylate C(C)(C)(C)OC(=O)[C@H]1CCCC=2N1C(N(N2)CC2=CC=C(C=C2)C)=O |r|